(R)-1-(1-(1H-imidazol-4-yl)ethyl)-4-(pyrrolidin-1-yl)-7-(trifluoromethyl)quinazolin-2(1H)-one N1C=NC(=C1)[C@@H](C)N1C(N=C(C2=CC=C(C=C12)C(F)(F)F)N1CCCC1)=O